bis-{[4-(1,2,3,6-tetrahydro-pyridin-4-yl)-phenyl]-amide} trifluoroacetate FC(C(=O)[O-])(F)F.N1CCC(=CC1)C1=CC=C(C=C1)[NH-].N1CCC(=CC1)C1=CC=C(C=C1)[NH-]